3-((5-(aminomethyl)-1-(4-fluorobutyl)-1H-indol-2-yl)methyl)-1-cyclopropyl-1,3-dihydro-2H-imidazo[4,5-c]pyridin-2-one NCC=1C=C2C=C(N(C2=CC1)CCCCF)CN1C(N(C2=C1C=NC=C2)C2CC2)=O